O1C(CC1)COC(=O)N1CCCC2=NC(=CC=C12)C(C)NC(C1=CC=C(C=C1)F)=O Oxetan-2-ylmethyl-6-(1-(4-fluorobenzamido)ethyl)-3,4-dihydro-1,5-naphthyridin-1(2H)-carboxylat